FC(C(=O)O)(F)F.O=C1CC2(CNC2)C1 6-oxo-2-azaspiro[3.3]heptane trifluoroacetate